4-morpholino-2-[(2E)-2-(m-tolylmethylene)hydrazino]-N-(4-piperidyl)furo[2,3-d]pyrimidine-6-carboxamide O1CCN(CC1)C=1C2=C(N=C(N1)N/N=C/C=1C=C(C=CC1)C)OC(=C2)C(=O)NC2CCNCC2